(E)-1-(4-Amino-2-hydroxyphenyl)-3-(4-ethylphenyl)prop-2-en-1-one NC1=CC(=C(C=C1)C(\C=C\C1=CC=C(C=C1)CC)=O)O